NCCN(C)CC1=NN2C(CN(CC2)C(C(C)(C)C)=O)=C1C1CCC(CC1)(COC)COC 1-(2-(((2-aminoethyl)(methyl)amino)methyl)-3-(4,4-bis(methoxymethyl)cyclohexyl)-6,7-dihydropyrazolo[1,5-a]pyrazin-5(4H)-yl)-2,2-dimethylpropan-1-one